O1N=C(C2=C1C=CC=C2)C2=C(C=CC=C2)[C@H](CC2=NC(=CC=C2F)C#N)N (S)-1-[2-(Benzo[d]isoxazol-3-yl)phenyl]-2-(6-cyano-3-fluoropyridin-2-yl)ethan-1-amine